(R)-8-(6-(1-(2-(1-oxa-7-azaspiro[3.5]nonan-7-yl)ethoxy)ethyl)pyridin-3-yl)-3-methyl-1-(tetrahydro-2H-pyran-4-yl)-1H-imidazo[4,5-c]cinnolin-2(3H)-one O1CCC12CCN(CC2)CCO[C@H](C)C2=CC=C(C=N2)C2=CC=1C3=C(N=NC1C=C2)N(C(N3C3CCOCC3)=O)C